C(C)C1=CC(=C(C=C1)NC=1N(C(C(=C2CCN(C(C12)=O)OCCO)C)=O)C)F 8-((4-ethyl-2-fluorophenyl)amino)-2-(2-hydroxyethoxy)-5,7-dimethyl-3,4-dihydro-2,7-naphthyridine-1,6(2H,7H)-dione